CC(=CCC/C(=C/CC/C(=C/CC/C(=C\\CC/C(=C\\CC/C(=C\\CC/C(=C\\CC/C(=C\\CC/C(=C\\CC/C(=C\\CC/C(=C\\COP(=O)(O)OP(=O)(O)O[C@H]1[C@@H]([C@H]([C@@H]([C@H](O1)CO)O[C@H]2[C@H]([C@H]([C@@H]([C@H](O2)COP(=O)(O)OCC(CO)O)O)O)NC(=O)C)O)NC(=O)C)/C)/C)/C)/C)/C)/C)/C)/C)/C)/C)C The molecule is a polyprenyl phospho oligosaccharide where 6-O-(1-glycerylphospho)-N-acetyl-beta-D-mannosaminyl-(1->4)-N-acetyl-beta-D-glucosaminyl comprises the oligosaccharide component and the polyprenyl chain consists of eleven prenyl units. It is a conjugate acid of a 6-O-(1-glycerylphosphonato)-N-acetyl-beta-D-mannosaminyl-(1->4)-N-acetyl-beta-D-glucosaminyl undecaprenyl diphosphate(3-).